1,5-dimethylindazol-6-ylboronic acid CN1N=CC2=CC(=C(C=C12)B(O)O)C